(d)-3-(bromomethyl)-4-chloro-7-fluoro-benzo[b]thiophene-2-carboxylic acid ethyl ester C(C)OC(=O)C1=C(C2=C(S1)C(=CC=C2Cl)F)CBr